methyl 2,3-diamino-6-chlorobenzoate NC1=C(C(=O)OC)C(=CC=C1N)Cl